2-(tert-Butyl)-5-(7-methylpyrido[2,3-b]pyrazin-6-yl)-4,5,6,7-tetrahydrothiazolo[5,4-c]pyridine C(C)(C)(C)C=1SC=2CN(CCC2N1)C=1C(=CC=2C(=NC=CN2)N1)C